(R)-5-(8-((2-phenylpropyl)amino)imidazo[1,2-b]pyridazin-6-yl)pyrimidine-2,4(1H,3H)-dione C1(=CC=CC=C1)[C@H](CNC=1C=2N(N=C(C1)C=1C(NC(NC1)=O)=O)C=CN2)C